2-(3,4-Dimethoxyphenyl)-4-fluoro-6-(1'-isobutyl-[1,4'-bipiperidin]-4-yl)-1H-benzo[d]imidazol COC=1C=C(C=CC1OC)C1=NC2=C(N1)C=C(C=C2F)C2CCN(CC2)C2CCN(CC2)CC(C)C